N/C(/SC)=N/C(OCC1=CC=CC=C1)=O benzyl (Z)-(amino(methylthio)methylene)carbamate